N-((7-(5-(difluoromethyl)-1,3,4-oxadiazol-2-yl)imidazo[1,2-a]pyridin-2-yl)methyl)-N-(3-fluorophenyl)-1-(pyridin-2-yl)piperidine-4-sulfonamide FC(C1=NN=C(O1)C1=CC=2N(C=C1)C=C(N2)CN(S(=O)(=O)C2CCN(CC2)C2=NC=CC=C2)C2=CC(=CC=C2)F)F